COC(C(C(F)(F)F)(F)F)(F)F methoxy-heptafluoropropane